2-(3,4-Dimethoxyphenyl)-3-(2-methylpyridin-4-yl)imidazo[1,2-a]pyrimidine COC=1C=C(C=CC1OC)C=1N=C2N(C=CC=N2)C1C1=CC(=NC=C1)C